6,8-dimethyl-2-(methylsulfonyl)pyrido[2,3-d]pyrimidin-7(8H)-one CC1=CC2=C(N=C(N=C2)S(=O)(=O)C)N(C1=O)C